ethylamin C(C)N